2-trans-((trifluoromethoxy)methyl)cyclopropanecarboxylic acid FC(OCC1(CC1)C(=O)O)(F)F